N[C@H](C(=O)NC=1C=CC(=C(C(=O)NCC2=C3C=CC=NC3=CC=C2)C1)C)CN (S)-5-(2,3-diaminopropanamido)-2-methyl-N-(quinolin-5-ylmethyl)benzamide